Cl.CC[C@@H](NC1CCCCC1)C(=O)O (2R,3S)-beta-methylcyclohexylalanine hydrochloride